1-((3,3-dimethylcyclobutyl)methyl)-4-(4-fluorophenyl)-1H-imidazole CC1(CC(C1)CN1C=NC(=C1)C1=CC=C(C=C1)F)C